tertbutyl N-[(1R)-2-(3-methoxy-3-methyl-azetidin-1-yl)-1-[(3-methoxy-4-pyridyl)methyl]-2-oxo-ethyl]carbamate COC1(CN(C1)C([C@@H](CC1=C(C=NC=C1)OC)NC(OC(C)(C)C)=O)=O)C